CN(C=1C=C(C(=O)N[C@H]2C[C@H](CCC2)NC2=CC(=NC3=CC=C(C=C23)C)C(F)(F)F)C=CC1)C 3-(dimethylamino)-N-[(1r,3s)-3-{[6-methyl-2-(trifluoromethyl)quinolin-4-yl]amino}cyclohexyl]benzamide